1-(Methylsulfonyl)naphthalen-2-ol CS(=O)(=O)C1=C(C=CC2=CC=CC=C12)O